4-((4-isothiocyanato-3,5-dimethylphenyl)ethynyl)-4'-n-pentylbiphenyl N(=C=S)C1=C(C=C(C=C1C)C#CC1=CC=C(C=C1)C1=CC=C(C=C1)CCCCC)C